CN(C(O)=O)C.CNC dimethylamine N,N-dimethyl-carbamate